FC=1C=C(C=CC1)C=1C=C2C(=NC1)NC(N2CC=2C=NC=C(C2)C)=O 6-(3-fluorophenyl)-1-[(5-methyl-3-pyridyl)methyl]-3H-imidazo[4,5-b]pyridin-2-one